N(=[N+]=[N-])[C@@H]1C[C@@H]([C@H](O[C@@H]1O[C@@H]1[C@H]([C@@H]([C@H]([C@@H]([C@H]1O)O)NC(=O)OCC1=CC=CC=C1)O)NC(=O)OCC1=CC=CC=C1)CN(C(OCC1=CC=CC=C1)=O)C)OCC1=CC=CC=C1 benzyl N-[[(2R,3S,5R,6R)-5-azido-3-benzyloxy-6-[(1R,2S,3R,4R,5S,6R)-2,4-bis(benzyloxycarbonylamino)-3,5,6-trihydroxy-cyclohexoxy]tetrahydropyran-2-yl]methyl]-N-methyl-carbamate